FC1=NC(=CC=C1OC)C1(CCC1)OC 2-fluoro-3-methoxy-6-(1-methoxycyclobutyl)pyridine